C(C)(C)(C)C=1C=C(C=C(C1O)C(C)(C)C)CCC(=O)OCC(COC(CCC1=CC(=C(C(=C1)C(C)(C)C)O)C(C)(C)C)=O)(COC(CCC1=CC(=C(C(=C1)C(C)(C)C)O)C(C)(C)C)=O)COC(CCC1=CC(=C(C(=C1)C(C)(C)C)O)C(C)(C)C)=O pentaerythritol tetrakis(beta-(3,5-di-t-butyl 4-hydroxyphenyl) propionate)